trans-4-((3-(1-Cyclopropyl-1H-pyrazol-4-yl)phenyl)((trans-4-(4-methoxy-3-methylphenyl)cyclohexyl)methyl)carbamoyl)cyclohexyl thiomorpholine-4-carboxylate 1-oxide N1(CCS(CC1)=O)C(=O)O[C@@H]1CC[C@H](CC1)C(N(C[C@@H]1CC[C@H](CC1)C1=CC(=C(C=C1)OC)C)C1=CC(=CC=C1)C=1C=NN(C1)C1CC1)=O